N-tert-butylvinyl-amine C(C)(C)(C)NC=C